COC(=O)C1CC2=C(C(=NC=C2)C=2SC=CN2)C1 1-(1,3-thiazol-2-yl)-6,7-dihydro-5H-cyclopenta[c]pyridine-6-carboxylic acid methyl ester